C(C)(C)(C)C1=CN=C(O1)[C@H]1C[C@H](CC1)C1=CC(=NN1)NC1=CC2=C(N(S(C2)(=O)=O)C)C=C1 5-((5-((1S,3R)-3-(5-(tert-butyl)oxazol-2-yl)cyclopentyl)-1H-pyrazol-3-yl)amino)-1-methyl-1,3-dihydrobenzo[c]isothiazole 2,2-dioxide